2-[2-[2-[2-[2-[2-[2-[2-[2-[benzyl(methyl)amino]ethoxy]ethoxy]ethoxy]ethoxy]ethoxy]ethoxy]ethoxy]ethoxy]ethanol C(C1=CC=CC=C1)N(CCOCCOCCOCCOCCOCCOCCOCCOCCO)C